methyl 2-(6'-methyl-1'-((2S,4R)-2-methyltetrahydro-2H-pyran-4-yl)-2'-oxospiro[cyclopropane-1,3'-indolin]-4'-yl)acetate CC1=CC(=C2C3(C(N(C2=C1)[C@H]1C[C@@H](OCC1)C)=O)CC3)CC(=O)OC